3-(1,1-difluoroethyl)-1-((2-(difluoromethyl)cyclopropyl)methyl)-4-methyl-1H-pyrazole FC(C)(F)C1=NN(C=C1C)CC1C(C1)C(F)F